Cl.C(C)N(C1(CNC(C1)C)C)CC N,N-diethyl-3,5-dimethylpyrrolidin-3-amine hydrochloride